C(C)(C)(CC)OOC1(CCCCC1)OOC(C)(C)CC bis(t-amyl-peroxy)cyclohexane